3-pentyldecyl 6-hydroxy-7-((3-hydroxypropyl)(7-oxo-7-((3-pentyldecyl)oxy)heptyl)amino)heptanoate OC(CCCCC(=O)OCCC(CCCCCCC)CCCCC)CN(CCCCCCC(OCCC(CCCCCCC)CCCCC)=O)CCCO